(4-(sec-Butoxy)-5-((1-methyl-1H-pyrazol-4-yl)ethynyl)pyridin-2-yl)-2-(1-(cyclopropylsulfonyl)-1H-pyrazol-4-yl)pyrimidin-4-amine C(C)(CC)OC1=CC(=NC=C1C#CC=1C=NN(C1)C)C=1C(=NC(=NC1)C=1C=NN(C1)S(=O)(=O)C1CC1)N